6-(2-chloro-5-methoxyphenyl)-2-methyl-5-(4-methyl-3-pyridinyl)-3(2H)-pyridazinone ClC1=C(C=C(C=C1)OC)C=1C(=CC(N(N1)C)=O)C=1C=NC=CC1C